uranium-americium-neptunium [Np].[Am].[U]